C(#N)C1=CC2=C(C=N1)N=C(N2[C@H]2C[C@H](CCC2)NC(OC(C)(C)C)=O)C2=C(C=CC=C2)F tert-butyl ((1S,3R)-3-(6-cyano-2-(2-fluorophenyl)-1H-imidazo[4,5-c]pyridine-1-yl)cyclohexyl)carbamate